2-(2,6-dioxohexahydropyridine-3-yl)-5-{4-[2-(hexahydropyridine-4-yl)ethyl]piperazine-1-yl}isoindole-1,3-dione hydrochloride Cl.O=C1NC(CCC1N1C(C2=CC=C(C=C2C1=O)N1CCN(CC1)CCC1CCNCC1)=O)=O